FC(S(=O)(=O)OC1=CC(=NC=C1)C1=CCC(CC1)NC(=O)OC(C)(C)C)(F)F [2-[4-(tert-Butoxycarbonylamino) cyclohexen-1-yl]-4-pyridyl] trifluoromethanesulfonate